methanimine hexafluorophosphate F[P-](F)(F)(F)(F)F.C=N